5-phenyl-1,3,4-thiadiazole C1(=CC=CC=C1)C1=NN=CS1